BrC1=CC=2SCCOC(C2S1)C 7-bromo-5-methyl-2,3-dihydro-5H-thieno[3,2-e][1,4]oxathiepine